O[C@@H](CC(=O)[O-])CCCCCCC=C [R]-3-hydroxy-10-undecenoat